3-oxo-12α-hydroxy-5β-cholanoic acid O=C1C[C@H]2CC[C@H]3[C@@H]4CC[C@H]([C@@H](CCC(=O)O)C)[C@]4([C@H](C[C@@H]3[C@]2(CC1)C)O)C